ClC=1C(=NC(=NC1)N1[C@H](CN(CC1)C(=O)OC(C)(C)C)CC)SC tert-butyl (S)-4-(5-chloro-4-(methylthio) pyrimidin-2-yl)-3-ethylpiperazine-1-carboxylate